C1(CCCC1)N(CC(=O)N)C1=CC=C(C=C1)C=O 2-[CYCLOPENTYL(4-FORMYLPHENYL)AMINO]ACETAMIDE